CN1CCC(CC1)NC=1N=CC2=C(N1)NC=C2C2OC1=C(C(NC2)=O)C=CC=C1 (2-((1-methylpiperidin-4-yl)amino)-7H-pyrrolo[2,3-d]pyrimidin-5-yl)-3,4-dihydrobenzo[f][1,4]oxazepin-5(2H)-one